methyl (S)-(1-(4-fluoro-2-methoxy-5-((methylamino)methyl)benzyl)-7-((1-hydroxyhexan-3-yl)amino)-1H-pyrazolo[4,3-d]pyrimidin-5-yl)carbamate FC1=CC(=C(CN2N=CC=3N=C(N=C(C32)N[C@H](CCO)CCC)NC(OC)=O)C=C1CNC)OC